2,4-dichloro-bromobenzene ClC1=C(C=CC(=C1)Cl)Br